[N+](=O)([O-])C1CNC2=C(O1)C=CC=C2 nitro-3,4-dihydro-2H-benzo[b][1,4]oxazine